(Z)-3-((6-methoxypyridin-3-yl)methyl)-5-(2,4,6-trifluoro-3-hydroxybenzylidene)thiazolidine-2,4-dione COC1=CC=C(C=N1)CN1C(S\C(\C1=O)=C/C1=C(C(=C(C=C1F)F)O)F)=O